N(=[N+]=[N-])[C@H]1C[C@H](C[C@@H]1O)N1C(C2=CC=CC=C2C1=O)=O |r| 2-[(1RS,3SR,4SR)-3-azido-4-hydroxycyclopentyl]-1H-isoindole-1,3(2H)-dione